NC1C(C2C=CC1C2)C(=O)[O-] exo-cis-3-aminobicyclo[2.2.1]hept-5-ene-2-carboxylate